N2-[(1,1-dimethylethoxy)carbonyl]-N6-[(phenylmethoxy)carbonyl]-L-lysine 1,1-dimethylethyl ester CC(C)(C)OC([C@@H](NC(=O)OC(C)(C)C)CCCCNC(=O)OCC1=CC=CC=C1)=O